N-(1-(3-chlorophenyl)-2-hydroxyethyl)-N-methyl-1-(5-methyl-2-(((S)-tetrahydrofuran-3-yl)amino)-pyrimidin-4-yl)-1H-pyrrole-3-carboxamide ClC=1C=C(C=CC1)C(CO)N(C(=O)C1=CN(C=C1)C1=NC(=NC=C1C)N[C@@H]1COCC1)C